2-(2-fluoro-6-methoxyphenyl)-6-((4-((S)-3-hydroxypiperidin-1-yl)-5-((tetrahydro-2H-pyran-4-yl)ethynyl)pyridin-2-yl)amino)nicotinic acid FC1=C(C(=CC=C1)OC)C1=C(C(=O)O)C=CC(=N1)NC1=NC=C(C(=C1)N1C[C@H](CCC1)O)C#CC1CCOCC1